(3-methoxypropyl)carbamate COCCCNC([O-])=O